(chlorotetrafluoro-λ6-sulfanyl)benzene ClS(F)(F)(F)(F)C1=CC=CC=C1